methyl (2R)-2-{5-methyl-2-[trans-4-(trifluoromethyl)cyclohexyl]pyrazolo[1,5-a]pyrimidin-7-yl}morpholine-4-carboxylate CC1=NC=2N(C(=C1)[C@H]1CN(CCO1)C(=O)OC)N=C(C2)[C@@H]2CC[C@H](CC2)C(F)(F)F